C(C1=CC=CC=C1)N1N=CC(=C1)C1OCC(NC1C)=O 6-(1-benzyl-pyrazol-4-yl)-5-methyl-morpholin-3-one